N-{[3-(4-{[(3R,4S)-3-fluoro-1-methylpiperidin-4-yl]amino}-1-(2,2,2-trifluoroethyl)-1H-indol-2-yl)-1,2,4-oxadiazol-5-yl]methyl}-1-methyl-1H-pyrrole-3-carboxamide F[C@@H]1CN(CC[C@@H]1NC1=C2C=C(N(C2=CC=C1)CC(F)(F)F)C1=NOC(=N1)CNC(=O)C1=CN(C=C1)C)C